ethyl (E)-2-iodo-2-butenoate I\C(\C(=O)OCC)=C\C